ClC=1C=NC(=NC1)C=1CN(CC1)C(=O)OC(C)(C)C tert-butyl 3-(5-chloropyrimidin-2-yl)-2,5-Dihydro-1H-pyrrole-1-carboxylate